(S)-tert-butyl 3-(7-methoxy-4-((6-phenoxypyridin-3-yl)amino)quinazolin-6-yl)piperidine-1-carboxylate COC1=C(C=C2C(=NC=NC2=C1)NC=1C=NC(=CC1)OC1=CC=CC=C1)[C@H]1CN(CCC1)C(=O)OC(C)(C)C